N-(4-((4-acetamidobenzyl)amino)phenyl)octanamide C(C)(=O)NC1=CC=C(CNC2=CC=C(C=C2)NC(CCCCCCC)=O)C=C1